3-bromo-6,7-dihydropyrazolo[1,5-a]pyridin-4(5H)-one BrC=1C=NN2C1C(CCC2)=O